OCC([C@H]1CC[C@H]2[C@@H]3CC[C@H]4CCCC[C@]4(C)[C@H]3CC[C@]12C)=O hydroxy-5α-pregnan-20-one